[Te-2].[Fr+].[Fr+] francium telluride